(E)-o-(trifluoromethyl)cinnamic acid FC(C1=C(/C=C/C(=O)O)C=CC=C1)(F)F